ClC=1C=C2C=CN(C2=CC1)C1=C(N)C=CC=C1 2-(5-chloro-1H-indol-1-yl)aniline